2-oxo-pentanoate O=C(C(=O)[O-])CCC